NC1=NC(=CC(=N1)N1CCC2(C[C@H](NC2)C(=O)OCC)CC1)O[C@@H](C(F)(F)F)C1=C(C=C(C=C1)C1=CC(=C(C=C1)OCC)F)N1N=C(C=C1)C (S)-ethyl 8-(2-amino-6-((R)-1-(4'-ethoxy-3'-fluoro-3-(3-methyl-1H-pyrazol-1-yl)-[1,1'-biphenyl]-4-yl)-2,2,2-trifluoroethoxy)pyrimidin-4-yl)-2,8-diazaspiro[4.5]decane-3-carboxylate